2-(azetidin-3-yl)-1,3-thiazole N1CC(C1)C=1SC=CN1